C1=CC=CC=2C3=CC=CC=C3N(C12)C1=C(C=CC=C1)B(O)O ((2-carbazol-9-yl)phenyl)boronic acid